N-[2-[[(1R)-1-(3,6-dimethyl-2-morpholino-4-oxo-quinazolin-8-yl)ethyl]amino]phenyl]methanesulfonamide CN1C(=NC2=C(C=C(C=C2C1=O)C)[C@@H](C)NC1=C(C=CC=C1)NS(=O)(=O)C)N1CCOCC1